C(C)(C)OC1=C2C=C(NC2=CC(=C1)N1CCOCC1)C(=O)O 4-Isopropoxy-6-(4-morpholinyl)indole-2-carboxylic acid